N(CCC1=CNC=N1)N histamine-amine